n-octadecenyl-succinic anhydride C(=CCCCCCCCCCCCCCCCC)C1C(=O)OC(C1)=O